FC(C1(CC1)C(=O)N1CCCC1)(F)F 1-(1-trifluoromethylcyclopropancarbonyl)-pyrrolidin